ClC1=CC=C2C(=NN(C2=C1)C1=CC(=CC=C1)C)C(C)N1N=C(C=2C1=NC=NC2N)C=2C=NC(=CC2)OC 1-(1-(6-chloro-1-(3-(methyl)phenyl)-1H-indazol-3-yl)ethyl)-3-(6-methoxypyridin-3-yl)-1H-pyrazolo[3,4-d]pyrimidin-4-amine